(R*)-3-[[5-[3-(Difluoromethoxy)-4-fluoro-phenyl]-3-pyridyl]methyl]-5-isopropyl-oxazolidin FC(OC=1C=C(C=CC1F)C=1C=C(C=NC1)CN1CO[C@@H](C1)C(C)C)F |o1:20|